6-bromo-1H-naphtho[1,8-de][1,2,3]triazine BrC=1C=CC=2N=NNC=3C2C1C=CC3